(S)-quinuclidin-3-yl ((R)-5-(2-chloro-4-(2,2,2-trifluoroethoxy)phenyl)-2,2-dimethyl-2,3-dihydro-1H-inden-1-yl)carbamate ClC1=C(C=CC(=C1)OCC(F)(F)F)C=1C=C2CC([C@H](C2=CC1)NC(O[C@@H]1CN2CCC1CC2)=O)(C)C